6-tert-butyl-9-[2-(ethylcarbamoyl)thiazol-5-yl]-10-methoxy-2-oxo-6,7-dihydro-2H-pyrido[2,1-a]isoquinoline-3-carboxylic acid C(C)(C)(C)C1N2C(C3=CC(=C(C=C3C1)C1=CN=C(S1)C(NCC)=O)OC)=CC(C(=C2)C(=O)O)=O